ethyl 5-amino-1,3,4-thiadiazole-2-carboxylate NC1=NN=C(S1)C(=O)OCC